N-(2,2-difluoroethyl)-2-(5-hydroxy-6-oxo-1,6-dihydropyrimidin-4-yl)-3-(4-((1-methyl-1H-pyrazol-4-yl)ethynyl)phenyl)propanamide FC(CNC(C(CC1=CC=C(C=C1)C#CC=1C=NN(C1)C)C=1N=CNC(C1O)=O)=O)F